N-[(1S)-1-[di(cyclobutyl)methyl]-2-[4-(3,5-dimethyl-1H-pyrazol-4-yl)anilino]-2-oxo-ethyl]-3-isopropyl-triazole-4-carboxamide C1(CCC1)C([C@@H](C(=O)NC1=CC=C(C=C1)C=1C(=NNC1C)C)NC(=O)C=1N(N=NC1)C(C)C)C1CCC1